N,N'-bis-(3-methylphenyl)-N,N'-bisphenyl-(1,1'-biphenyl)-4,4'-diamine CC=1C=C(C=CC1)N(C1=CC=C(C=C1)C1=CC=C(C=C1)N(C1=CC=CC=C1)C1=CC(=CC=C1)C)C1=CC=CC=C1